BrC(C(=O)OCC)CCC ethyl α-bromopentanoate